(5-fluoro-2-((1-(1-pivaloylpiperidin-4-yl)-1H-pyrazol-4-yl)amino)pyrimidin-4-yl)benzoic acid methyl ester COC(C1=C(C=CC=C1)C1=NC(=NC=C1F)NC=1C=NN(C1)C1CCN(CC1)C(C(C)(C)C)=O)=O